ClC1=CC=C(N=N1)C(C#N)C1=CCCCC1 2-(6-chloropyridazin-3-yl)-2-(cyclohex-1-en-1-yl)acetonitrile